BrC=1N=C(SC1)[C@H]([C@@H](C(=O)N1C2CC([C@H](N1)C(=O)OCC)C2)NC(=O)OC(C)(C)C)N2C[C@H](CC2)F ethyl (4S)-2-[(2S,3S)-3-(4-bromo-1,3-thiazol-2-yl)-2-[(tert-butoxycarbonyl)amino]-3-[(3S)-3-fluoropyrrolidin-1-yl]propanoyl]-2,3-diazabicyclo[3.1.1]heptane-4-carboxylate